COCCOC=1C=C(C=CC1)S(=O)(=O)C1=CC=C(C=C1)N1C(NN=C1)=S 4-(4-((3-(2-methoxyethoxy)phenyl)sulfonyl)phenyl)-2,4-dihydro-3H-1,2,4-triazole-3-thione